ammonium monotartrate C(=O)([O-])C(O)C(O)C(=O)[O-].[NH4+].[NH4+]